BrC=1C=C(C=CC1)NS(=O)(=O)C(C)(C)C N-(3-bromophenyl)-2-methylpropane-2-sulfonamide